N-(2-(1-isobutyryl-1H-indol-3-yl)ethyl)picolinamide C(C(C)C)(=O)N1C=C(C2=CC=CC=C12)CCNC(C1=NC=CC=C1)=O